P(=O)(OCCNC1=C(C=CC(=C1)CNC(=O)N1CCC2(N(C3=CC=C(C=C3C(C2)=O)F)C)CC1)F)(O)O 2-((2-fluoro-5-((6'-fluoro-1'-methyl-4'-oxo-3',4'-dihydro-1'H-spiro[piperidine-4,2'-quinoline]-1-carboxamido)methyl)phenyl)amino)ethyl dihydrogen phosphate